2,2-difluoro-N-[5-[2-methyl-4-[[(2R)-1-methylazetidin-2-yl]methoxy]pyrazol-3-yl]pyrazolo[1,5-a]pyridin-2-yl]cyclopropanecarboxamide FC1(C(C1)C(=O)NC1=NN2C(C=C(C=C2)C=2N(N=CC2OC[C@@H]2N(CC2)C)C)=C1)F